4-(((1R,3S)-3-aminocyclopentyl)methoxy)-N-(4-morpholinophenyl)pyrimidin-2-amine N[C@@H]1C[C@@H](CC1)COC1=NC(=NC=C1)NC1=CC=C(C=C1)N1CCOCC1